C[C@@H](C1=CC=CC=C1)O (S)-(-)-1-Phenylethanol